N1=C(C=CC=C1)N1N=C(C=C1NC(C)=O)C1=CC=C(C=C1)C N-(1-(pyridin-2-yl)-3-(p-tolyl)-1H-pyrazol-5-yl)acetamide